COC=1N(C=C(N1)S(=O)(=N)C1=CC=C(C(=O)OC)C=C1)COCC[Si](C)(C)C methyl 4-[[2-methoxy-1-(2-trimethylsilylethoxymethyl)imidazol-4-yl]sulfonimidoyl]benzoate